CC1=CC(=CC(=N1)C=1N=C(SC1)N)C(F)(F)F (6-methyl-4-(trifluoromethyl)pyridin-2-yl)thiazol-2-amine